(R)-2-((4-(2-(4-Chloro-2-fluorophenyl)chroman-8-yl)piperidin-1-yl)methyl)-4-(difluoromethoxy)-1-methyl-1H-benzo[d]imidazole ClC1=CC(=C(C=C1)[C@@H]1OC2=C(C=CC=C2CC1)C1CCN(CC1)CC1=NC2=C(N1C)C=CC=C2OC(F)F)F